5-Amino-3-tetrahydrofuran-3-yl-1H-pyrazole-4-carbonitrile NC1=C(C(=NN1)C1COCC1)C#N